C(C#C)O[C@@H]1CC[C@H](CC1)CO[Si](C)(C)C(C)(C)C Trans-4-(tert-butyldimethylsiloxymethyl)cyclohexyl propargyl ether